C(CCC)OC(C1CCN(CC1)C1=CC=C2CN(C(C2=C1)=O)[C@@H]1C(NC(CC1)=O)=O)OCCCC (3S)-3-{6-[4-(Dibutoxymethyl)piperidin-1-yl]-1-oxo-1,3-dihydro-2H-isoindol-2-yl}piperidine-2,6-dione